1H-pyrrol-3-carbonitrile N1C=C(C=C1)C#N